tert-butyl-3-bromo-5-(morpholin-4-yl)-1H-pyrrolo[2,3-b]pyridine C(C)(C)(C)N1C=C(C=2C1=NC=C(C2)N2CCOCC2)Br